C(C)(C)(C)[C@@H]1CC=2C=C3C(=NC2CC1)SC(=N3)C(=O)N[C@H](CCN(C)C)C3=CC(=CC=C3)C(N[C@@H]3CN(CC3)C)=O |r| rac-(7S)-7-tert-butyl-N-[rac-(1R)-3-(dimethylamino)-1-[3-[[rac-(3S)-1-methylpyrrolidin-3-yl]carbamoyl]phenyl]propyl]-5,6,7,8-tetrahydrothiazolo[5,4-b]quinoline-2-carboxamide